ClC1=CC(=C(C=C1)NC1=C(C=NC2=CC(=C(C=C12)NC(=O)NC1CCN(CC1)CC)OCC)C#N)F 1-(4-((4-Chloro-2-fluorophenyl)amino)-3-cyano-7-ethoxyquinolin-6-yl)-3-(1-ethylpiperidin-4-yl)urea